C(C)NC(=O)C1=CC2=C(C(N(C=C2C2=C(C=C3C=NNC3=C2)OC2=C(C=C(C=C2C)F)C)C)=O)N1 N-ethyl-4-(5-(4-fluoro-2,6-dimethylphenoxy)-1H-indazol-6-yl)-6-methyl-7-oxo-6,7-dihydro-1H-pyrrolo[2,3-c]pyridine-2-carboxamide